1-chloro-4-((4-isothiocyanatophenyl)sulfonyl)-2-(trifluoromethyl)benzene ClC1=C(C=C(C=C1)S(=O)(=O)C1=CC=C(C=C1)N=C=S)C(F)(F)F